2-[3-(1-Benzoyl-5-{[(5-chlorothiophen-2-yl)methyl](methyl)amino}-1H-pyrazol-3-yl)-4-methylpiperidin-1-yl]-1-(morpholin-4-yl)ethan-1-on C(C1=CC=CC=C1)(=O)N1N=C(C=C1N(C)CC=1SC(=CC1)Cl)C1CN(CCC1C)CC(=O)N1CCOCC1